O1C(=CC=C1)C=CC1=NC(=NC(=N1)C(Cl)(Cl)Cl)C(Cl)(Cl)Cl 2-(furan-2-yl)ethenyl-4,6-bis(trichloromethyl)-s-triazine